1-Methyl-4-((2-methoxypyrimidin-6-yl)amino)-7-chloro-indole-2-carboxylic acid ethyl ester C(C)OC(=O)C=1N(C2=C(C=CC(=C2C1)NC1=CC=NC(=N1)OC)Cl)C